N1CCC(=CC1)C(=O)N 1,2,3,6-tetrahydropyridin-4-carboxamide